methyl-(trimethylsilyl)diethyl-ketene CC(CC(=C=O)CC)[Si](C)(C)C